N-((2-(6-(6-oxa-3-azabicyclo[3.1.1]heptan-3-yl)pyridin-2-yl)-1,6-naphthyridin-7-yl)methyl)-4-cyclopropyl-3-(methylsulfonyl)benzamide C12CN(CC(O1)C2)C2=CC=CC(=N2)C2=NC1=CC(=NC=C1C=C2)CNC(C2=CC(=C(C=C2)C2CC2)S(=O)(=O)C)=O